3-chloro-N-(3-((1s,3R)-3-(cyanomethyl)-1-(4-methyl-4H-1,2,4-triazol-3-yl)cyclobutyl)phenyl)-6-((((S)-1-cyclopentylethyl)amino)methyl)imidazo[1,2-a]pyridine-8-carboxamide ClC1=CN=C2N1C=C(C=C2C(=O)NC2=CC(=CC=C2)C2(CC(C2)CC#N)C2=NN=CN2C)CN[C@@H](C)C2CCCC2